C[C@@H]1[C@H](C1)NC(=O)C1=CC2=C(N=C(S2)N2C[C@H](OCC2)C)S1 N-[(1S,2S)-2-methylcyclopropyl]-2-[(2R)-2-methylmorpholin-4-yl]thieno[2,3-d]thiazole-5-carboxamide